1-(6-(cyclopropanecarboxamido)-4-methoxypyridin-2-yl)hexahydropyrrolo[3,4-b]pyrrole-5(1H)-carboxylic acid tert-butyl ester C(C)(C)(C)OC(=O)N1CC2N(CCC2C1)C1=NC(=CC(=C1)OC)NC(=O)C1CC1